2,5-bis(2-octyldodecyl)-3,6-di(thiophene-2-yl)diketopyrrolo[3,4-c]pyrrole C(CCCCCCC)C(CN1C(C2=C(N(C(C2=C1C=1SC=CC1)=O)CC(CCCCCCCCCC)CCCCCCCC)C=1SC=CC1)=O)CCCCCCCCCC